FC1CNCCC1NC(C)=O N-(3-fluoropiperidin-4-yl)acetamide